ClC=1C(=CC=C2N=CC(=NC12)C=1C=NN(C1)CC1C(CNCC1)F)OC1=CC2=C(N=C(N2)C)C=C1 8-chloro-2-[1-[(3-fluoro-4-piperidinyl)methyl]pyrazol-4-yl]-7-[(2-methyl-3H-benzimidazol-5-yl)oxy]quinoxaline